ClC=1C(=NC(=NC1)NC1=CC=C(C=C1)N1CCN(CC1)C1CCN(CC1)C)C(=O)O 5-chloro-2-((4-(4-(1-methylpiperidin-4-yl)piperazin-1-yl)phenyl)amino)pyrimidine-4-carboxylic acid